methyl 7-[5-chloranyl-2-[2-[2,6-di(methyl)-4-oxidanylidene-7,8-dihydro-5H-pyrimido[5,4-f][1,4]oxazepin-3-yl]ethoxy]phenyl]-5-methyl-thieno[3,2-b]pyridine-3-carboxylate ClC=1C=CC(=C(C1)C1=C2C(=NC(=C1)C)C(=CS2)C(=O)OC)OCCN2C(=NC1=C(CN(CCO1)C)C2=O)C